tert-butyl 1-(2-(4-cyano-1H-pyrazol-1-yl)-4-(4-fluorophenyl) cyclopentyl)-4,4-difluoropiperidin-3-ylcarbamate C(#N)C=1C=NN(C1)C1C(CC(C1)C1=CC=C(C=C1)F)N1CC(C(CC1)(F)F)NC(OC(C)(C)C)=O